NC1=NC=C(C2=C1C(=NN2C)C2=CC(=C(C=C2)NS(=O)(=O)C(F)F)O[C@H](C)C2=CC=C(C=C2)F)C=2C=NN(C2)C2CCOCC2 (R)-N-(4-(4-amino-1-methyl-7-(1-(tetrahydro-2H-pyran-4-yl)-1H-pyrazol-4-yl)-1H-pyrazolo[4,3-c]pyridin-3-yl)-2-(1-(4-fluorophenyl)ethoxy)phenyl)-1,1-difluoromethane-sulfonamide